2-(4-amino-7-(1H-pyrazol-1-yl)-1H-pyrazolo[4,3-c]quinolin-1-yl)ethan-1-ol NC1=NC=2C=C(C=CC2C2=C1C=NN2CCO)N2N=CC=C2